NC1=NC=2C=CC(=CC2C2=C1COC2)C(=O)N(CC=2N=NC(=CC2)C(F)(F)F)[C@@H](COC)C 4-amino-N-((2R)-1-methoxy-2-propanyl)-N-((6-(trifluoromethyl)-3-pyridazinyl)methyl)-1,3-dihydrofuro[3,4-c]quinoline-8-carboxamide